N-[5-(2-chloro-5-cyanophenyl)-1H-indazol-3-yl]piperidine-4-carboxamide hydrochloride Cl.ClC1=C(C=C(C=C1)C#N)C=1C=C2C(=NNC2=CC1)NC(=O)C1CCNCC1